ClC1=CC=C2C(=NC=3N(C2=C1)C=NN3)N(C=3C=C(C=CC3)C3=CC=C(C=C3)C3(CC3)CNC(OC(C)(C)C)=O)C tert-butyl ((1-(3'-((8-chloro-[1,2,4]triazolo[4,3-a]quinazolin-5-yl)(methyl)amino)-[1,1'-biphenyl]-4-yl)cyclopropyl)methyl)carbamate